ClC1=NC(=CC=C1C(=O)NS(=O)(=O)C=1C=CC(=NC1)OCCCCC1CC(N(C1)C(=O)OC(C)(C)C)(C)C)N1N=C(C=C1)OCCC1(CC1)C(F)(F)F tert-Butyl 4-[4-[[5-[[2-chloro-6-[3-[2-[1-(trifluoromethyl)cyclopropyl]ethoxy] pyrazol-1-yl]pyridine-3-carbonyl] sulfamoyl]-2-pyridyl]oxy]butyl]-2,2-dimethyl-pyrrolidine-1-carboxylate